2-tert-butyl-4-[1-(2-trimethylsilylethoxymethyl)-imidazol-2-yl]phenol C(C)(C)(C)C1=C(C=CC(=C1)C=1N(C=CN1)COCC[Si](C)(C)C)O